ClC1=C(C=C(C=C1)C#N)C=1NC2=CC(=C(C(=C2C(C1)=O)F)C=1C(=CC(=C(C1)C(=O)O)F)F)F 5-(2-(2-chloro-5-cyanophenyl)-5,7-difluoro-4-oxo-1,4-dihydroquinolin-6-yl)-2,4-difluorobenzeneFormic acid